Methyl 4-(2-(2-chloro-3-fluorophenyl)-5-oxopyrrolidin-1-yl)-2,5-difluorobenzoate ClC1=C(C=CC=C1F)C1N(C(CC1)=O)C1=CC(=C(C(=O)OC)C=C1F)F